(R)-3-(5-(((1R,3R,4S)-2-ethyl-2-azabicyclo[2.2.1]heptan-3-yl)methoxy)-1-oxoisoindolin-2-yl)piperidine-2,6-dione C(C)N1[C@@H]2CC[C@H]([C@@H]1COC=1C=C3CN(C(C3=CC1)=O)[C@H]1C(NC(CC1)=O)=O)C2